BrC1=CC=C(C=C1)C1=NN(C2=CC=CC=C12)S(=O)(=O)C1=CC=C(C)C=C1 3-(4-bromophenyl)-1-tosyl-1H-indazole